8-(4-Cyclopentyl-piperazin-1-yl)-9-ethyl-6,6-dimethyl-11-oxo-6,11-dihydro-5H-benzo[b]carbazole-3-carbonitrile C1(CCCC1)N1CCN(CC1)C=1C(=CC2=C(C(C=3NC4=CC(=CC=C4C3C2=O)C#N)(C)C)C1)CC